C(C)(C)(C)OC(=O)N1CCN(CC1)C=1C=C2CN(C(C2=C(C1)Cl)=O)C1C(NC(CC1)=O)=O tert-butyl-4-(7-chloro-2-(2,6-dioxopiperidin-3-yl)-1-oxoisoindolin-5-yl)piperazine-1-carboxylate